CC(CCC)N1C(C2=C3C(C=CC=C13)=CC=C2)=CC=C2C(C(CC2)=CC=C2N(C1=CC=CC=3C1=C2C=CC3)C(CCC)C)=C3C(N(C(N(C3=O)CCCC)=O)C(COC)C)=O 5-[2,5-bis[2-[1-(1-methylbutyl)-benz[cd]indol-2(1H)-ylidene]ethylidene]-cyclopentylidene]-1-butyl-3-(2-methoxy-1-methylethyl)-2,4,6(1H,3H,5H)-pyrimidinetrione